5-(2,6-dichloro-4-(6-(difluoromethyl)-3,5-dioxo-4,5-dihydro-1,2,4-triazin-2(3H)-yl)phenoxy)-2-hydroxy-N-((1S,3R)-3-hydroxycyclopentyl)benzenesulfonamide ClC1=C(OC=2C=CC(=C(C2)S(=O)(=O)N[C@@H]2C[C@@H](CC2)O)O)C(=CC(=C1)N1N=C(C(NC1=O)=O)C(F)F)Cl